NC1=C(C(=NC(=N1)N1C[C@@]2(CCCCC[C@](C1)(C2N)C)C)C(=O)N)C2=C(C(=CC=C2)Cl)Cl 6-amino-5-(2,3-dichlorophenyl)-2-[(1R,7S,11s)-11-amino-1,7-dimethyl-9-azabicyclo[5.3.1]-undecan-9-yl]pyrimidine-4-carboxamide